4-[3-(2-chloro-6-methyl-4-pyridinyl)-2-(3-cyanophenyl)pyrazolo[1,5-a]pyrimidin-5-yl]piperazine-1-sulfonamide ClC1=NC(=CC(=C1)C=1C(=NN2C1N=C(C=C2)N2CCN(CC2)S(=O)(=O)N)C2=CC(=CC=C2)C#N)C